racemic-4-chloro-1-(4-bromophenyl)-1-butanol ClCCC[C@@H](O)C1=CC=C(C=C1)Br |r|